1,2-ethanediol Dodecyl-3,3-dimethyl-4-pentenoate C(CCCCCCCCCCC)C(C(=O)OCCO)C(C=C)(C)C